6-amino-5-hydroxypicolinic acid methyl ester COC(C1=NC(=C(C=C1)O)N)=O